O1C(OCC1)C1=CC=C(C=C1)C(CC)N1C[C@@H](N(C[C@H]1CC)C=1C2=C(N(C(N1)=O)C)C=CC(=N2)C#N)C 4-((2S,5R)-4-(1-(4-(1,3-dioxolan-2-yl)phenyl)propyl)-5-ethyl-2-methylpiperazin-1-yl)-1-methyl-2-oxo-1,2-dihydropyrido[3,2-d]pyrimidine-6-carbonitrile